2,4-dimethyl-1-phenylpentan-2-amine CC(CC1=CC=CC=C1)(CC(C)C)N